CN1N=C(C(=C1C)C=1C=C2C(=NC1)NC=C2C2=CC1=C(C(NCCO1)=O)C=C2)C 8-(5-(1,3,5-trimethyl-1H-pyrazol-4-yl)-1H-pyrrolo[2,3-b]pyridin-3-yl)-3,4-dihydrobenzo[f][1,4]oxazepin-5(2H)-one